4-methoxy-1,2-naphthoquinone COC1=CC(C(C2=CC=CC=C12)=O)=O